CO[Si](CCCCCCCC)(C)C methoxy(dimethyl)octylsilane